FC(COC(C=C)=O)(C(C(C(C(C(F)F)(F)F)(F)F)(F)F)(F)F)F acrylic acid 2,2,3,3,4,4,5,5,6,6,7,7-dodecafluoroheptyl ester